6-(pyrazin-2-yl)hex-5-yn-1-ol N1=C(C=NC=C1)C#CCCCCO